Dimethyl 6,6'-((((3R,4S)-tetrahydrofuran-3,4-diyl)bis(azanediyl))bis(carbonyl))bis(1-(benzyloxy)-2-oxo-1,2-dihydropyridine-3-carboxylate) O1C[C@@H]([C@@H](C1)NC(=O)C1=CC=C(C(N1OCC1=CC=CC=C1)=O)C(=O)OC)NC(=O)C1=CC=C(C(N1OCC1=CC=CC=C1)=O)C(=O)OC